4-Methyl-1,4-oxazepan-6-yl(8-amino-7-fluoro-6-(8-methyl-2,3-dihydro-1H-pyrido[2,3-b][1,4]oxazin-7-yl)isoquinolin-3-yl)carbamate CN1CCOCC(C1)N(C([O-])=O)C=1N=CC2=C(C(=C(C=C2C1)C1=C(C2=C(OCCN2)N=C1)C)F)N